N-(4,4-diethyl-7-(trifluoromethyl)-4H-chromeno[4,3-d]thiazol-2-yl)-4,6-dimethylpyrimidine-5-carboxamide C(C)C1(OC=2C=C(C=CC2C=2N=C(SC21)NC(=O)C=2C(=NC=NC2C)C)C(F)(F)F)CC